FC1(CN(CC[C@@H]1C)C=1N=C2N(C(C1C)=O)C=C(C=C2[C@@H](C)NC2=C(C(=O)O)C=CC=C2)C)F 2-(((R)-1-(2-((S)-3,3-difluoro-4-methylpiperidin-1-yl)-3,7-dimethyl-4-oxo-4H-pyrido[1,2-a]pyrimidin-9-yl)ethyl)amino)benzoic acid